FC1(CC=C(CC1)C=1NC=C(N1)CC1=CC=NC=C1)F 4-((2-(4,4-difluorocyclohex-1-en-1-yl)-1H-imidazol-4-yl)methyl)pyridine